CC1=CC=CC=C1NC2=C(C(=CC=C2)NC3=CC=CC=C3C)C 2-methyl-N1,N3-di-o-tolylbenzene-1,3-diamine